3-chloro-4-methoxybenzene ClC=1C=CC=CC1OC